CC1=C(C(=CC=C1)C)N1C(C2=C(N=C(N=C2)SC)C=C1)=O 6-(2,6-dimethylphenyl)-2-methylsulfanyl-pyrido[4,3-d]pyrimidin-5-one